C(C)(C)(C)N1CC=C(C=C1)NC(CC1=CC2=C(OCCO2)C=C1)=O N-tert.-Butyl-4-[[2-(2,3-dihydro-1,4-benzodioxin-6-yl)acetyl]amino]pyridin